2-(5-chloro-2-fluoro-4-(4-hydroxy-3-isopropylbenzyl)-3-isopropylphenoxy)acetic acid ClC=1C(=C(C(=C(OCC(=O)O)C1)F)C(C)C)CC1=CC(=C(C=C1)O)C(C)C